5-chloro-2-cyanopyridin-3-yl 3-[4-(2-chlorothiazol-4-yl)-1H-1,2,3-triazol-1-yl]-3-deoxy-2-O-methyl-1-thio-alpha-D-galactopyranoside ClC=1SC=C(N1)C=1N=NN(C1)[C@@H]1[C@H]([C@@H](SC=2C(=NC=C(C2)Cl)C#N)O[C@@H]([C@@H]1O)CO)OC